FC=1C(=C(C(=NC1)N)C(=C)C1=CC=CC=C1)I 5-fluoro-4-iodo-3-(1-phenylvinyl)pyridin-2-amine